ClC1(NC=C(C(=N1)Cl)N1N=CC=C1)C(C(CC(=O)O)(O)C(=O)O)C(=O)O 2,4-dichloro-5-(1H-pyrazolyl)pyrimidinecitric acid